C(O[C@@H]1[C@](O[C@H](C1)N1C2=NC(=NC(=C2N=C1)N)F)(CO)C#C)(OCCCCC12CC3CC(CC(C1)C3)C2)=O ((2R,3S,5R)-5-(6-amino-2-fluoro-9H-purin-9-yl)-2-ethynyl-2-(hydroxymethyl)tetrahydrofuran-3-yl) 4-(1-adamantyl)butyl carbonate